2-(2-methoxy-4-(pentafluoro-λ6-sulfaneyl)phenyl)-4,4,5,5-tetramethyl-1,3,2-dioxaborolane COC1=C(C=CC(=C1)S(F)(F)(F)(F)F)B1OC(C(O1)(C)C)(C)C